3-[6-Chloro-2-(2,2-dimethylpropionylamino)pyridin-3-yl]-3-hydroxybutyric acid tert-butyl ester C(C)(C)(C)OC(CC(C)(O)C=1C(=NC(=CC1)Cl)NC(C(C)(C)C)=O)=O